FC=1C=NN(C1)C1=CC=C(C=N1)[C@H](C)N[S@](=O)C(C)(C)C (R)-N-((S)-1-(6-(4-fluoro-1H-pyrazol-1-yl)pyridin-3-yl)ethyl)-2-methylpropane-2-sulfinamide